CC1=NC=C(C=N1)NC1=NC=CC2=CC(=CC=C12)OCC1=CC=NC=C1 N-(2-methylpyrimidin-5-yl)-6-(pyridin-4-ylmethoxy)isoquinolin-1-amine